CNC(=O)C1=NNC2=CC(=CC=C12)N1CC(CCC1)C(NCC1=C(C=CC=C1)OC1=CC=CC=C1)=O N-methyl-6-(3-{[(2-phenoxyphenyl)methyl]carbamoyl}piperidin-1-yl)-1H-indazole-3-carboxamide